4-methyl-5-oxo-1-(2-fluorophenyl)-4,5-dihydro-1H-1,2,4-triazole-3-carboxylic acid CN1C(=NN(C1=O)C1=C(C=CC=C1)F)C(=O)O